C(#N)[C@H]1N(CC(C1)(F)F)C(CNC(=O)C1=C(C=NC=C1)C=1C=C2CCN(C2=CC1)C(=O)OC(C)(C)C)=O tert-butyl (S)-5-(4-((2-(2-cyano-4,4-difluoropyrrolidin-1-yl)-2-oxoethyl)carbamoyl)pyridin-3-yl)indoline-1-carboxylate